The molecule is a 6-oxo monocarboxylic acid that is heptanoic acid bearing isopropenyl and oxo substituents at positions 3 and 6 respectively. It derives from a heptanoic acid. It is a conjugate acid of a 3-isopropenyl-6-oxoheptanoate. CC(=C)C(CCC(=O)C)CC(=O)O